C(C)(C)(C)[C@H](NC([C@@H](N(C(OC(C)(C)C)=O)C)C(C)(C)C1=CC=CC=C1)=O)C(N([C@H](\C=C(\C(=O)N[C@@H](C)CCC)/C)C(C)C)C)=O (2S)-2-{[(6S,9S,12S,13E)-9-tert-Butyl-2,2,5,11,14-pentamethyl-4,7,10,15-tetraoxo-6-(2-phenylpropan-2-yl)-12-(propan-2-yl)-3-oxa-5,8,11-triazapentadec-13-en-15-yl]amino}pentane